(tetrahydrofuran-2-yl)cyclopropane-1-carboxamide O1C(CCC1)C1(CC1)C(=O)N